C(C)(C)(C)N1NC=C(C(=C1)Cl)OCC1=CC=C(C=C1)C(C)(C)OCCF 2-(tert-butyl)-4-chloro-5-((4-(2-(2-fluoroethoxy)propan-2-yl)benzyl)oxy)pyridazin